N-(7-chloroquinolin-4-yl)-piperidine ClC1=CC=C2C(=CC=NC2=C1)N1CCCCC1